C[C@@H]1O[C@@H](CN(C1)C1=CC(=C(C=N1)NC1CC2(C1)CC(C2)N)C)C N2-(6-((2S,6R)-2,6-dimethylmorpholino)-4-methylpyridin-3-yl)spiro[3.3]heptane-2,6-diamine